Cl.Cl.N[C@H](CCNCCC(C)C)C [(3S)-3-Aminobutyl](3-methylbutyl)amine dihydrochloride